FC1=CC=C2C(=C1)CN(C(C21CCN(CC1)C1CCC(CC1)C(C)C)=O)CCNC(=N)N 1-(2-(7-fluoro-1'-((1s,4s)-4-isopropylcyclohexyl)-3-oxo-1H-spiro[isoquinoline-4,4'-piperidin]-2(3H)-yl)ethyl)guanidine